FC(C1(CC1)C1=CC=C(C=N1)CC1CC2(CN(C2)C(=O)N2C[C@@H]3[C@@H](OCC(N3)=O)CC2)C1)(F)F (4aR,8aS)-6-[6-[[6-[1-(trifluoromethyl)cyclopropyl]-3-pyridyl]methyl]-2-azaspiro[3.3]heptane-2-carbonyl]-4,4a,5,7,8,8a-hexahydropyrido[4,3-b][1,4]oxazin-3-one